2-(4-(3-aminobenzoyl)phenoxy)-N-(pyridin-3-yl)acetamide NC=1C=C(C(=O)C2=CC=C(OCC(=O)NC=3C=NC=CC3)C=C2)C=CC1